C(=O)C=1C(=C2C=C(N(C2=CC1)CC1=NC(N=C1)=O)C#N)C 5-formyl-4-methyl-1-[(2-oxoimidazol-4-yl)methyl]-1H-indole-2-carbonitrile